P(=O)(O)(O)OCC(CO)(CO)CO pentaerythritol orthophosphate